ClC1=CC=C(CN2CN=CN=C2SCC)C=C1 1-(4-chlorobenzyl)-6-(ethylsulfanyl)-1,3,5-triazine